The molecule is an ammonium ion resulting from the protonation of the amino group of validamycin A. The major species at pH 7.3. It has a role as an antimicrobial agent, a bacterial metabolite, an antifungal agrochemical, an EC 2.4.1.231 [alpha,alpha-trehalose phosphorylase (configuration-retaining)] inhibitor, an EC 2.4.1.64 (alpha,alpha-trehalose phosphorylase) inhibitor and an EC 3.2.1.28 (alpha,alpha-trehalase) inhibitor. It is a conjugate acid of a validamycin A. C1[C@@H]([C@H]([C@@H]([C@H]([C@H]1[NH2+][C@H]2C=C([C@H]([C@@H]([C@H]2O)O)O)CO)O)O)O[C@H]3[C@@H]([C@H]([C@@H]([C@H](O3)CO)O)O)O)CO